6-chloro-2-methylpyridin-3-ol ClC1=CC=C(C(=N1)C)O